C(C)(C)(C)OC(=O)N1CC2(C1)OC[C@H](C2)N2CCC(CC2)C2=C(C=CC(=C2)F)OC2CC(C2)C(=O)OC.N(=O)C=CC(C)=C nitrosoisoprene tert-butyl-(S)-7-(4-(5-fluoro-2-(3-(methoxycarbonyl)cyclobutoxy)phenyl)piperidin-1-yl)-5-oxa-2-azaspiro[3.4]octane-2-carboxylate